ClC1=C(C=C(C=C1)OC(F)(F)F)B(O)O 2-chloro-5-(trifluoromethoxy)phenyl-boronic acid